CC1=C(C(=O)OCCl)C=CC=C1 Chloromethyl 2-methylbenzoate